NC1=NC=CC(=C1)NC1=NC(=NC=C1C1=CC=C(C=C1)C(F)(F)F)NC=1C=NN(C1)C N4-(2-aminopyridin-4-yl)-N2-(1-methyl-1H-pyrazol-4-yl)-5-(4-(trifluoromethyl)phenyl)pyrimidine-2,4-diamine